NC1=NC2=CC=C(C=C2C=C1C)C(=O)N(CC1=NC=C(C=C1)C(F)(F)F)CC1=CC=C(C=C1)C(NC)=O 2-amino-3-methyl-N-(4-(methylcarbamoyl)benzyl)-N-((5-(trifluoromethyl)-2-pyridinyl)methyl)-6-quinolinecarboxamide